1-(quinolin-3-yl)-1H-imidazol-4-amine hydrochloride Cl.N1=CC(=CC2=CC=CC=C12)N1C=NC(=C1)N